Ethyl 2-chloro-4-(5-chloro-3-(N-(4-ethoxy-3-methoxyphenyl)-N-methylsulfamoyl)thiophene-2-carboxamido)benzoate ClC1=C(C(=O)OCC)C=CC(=C1)NC(=O)C=1SC(=CC1S(N(C)C1=CC(=C(C=C1)OCC)OC)(=O)=O)Cl